copper (acetoxy) acetate C(C)(=O)OOC(C)=O.[Cu]